(S)-tert-butyl (1-azidopropan-2-yl)carbamate N(=[N+]=[N-])C[C@H](C)NC(OC(C)(C)C)=O